CCCCCC=CCCCCCCCCCCCCCC 6-Heneicosen